N1(CCOCC1)C1=CC=C2C(=NC=NC2=C1)C=1C=C(C=NC1)C(C)(O)C=1SC=CN1 1-[5-(7-Morpholin-4-ylquinazolin-4-yl)-pyridin-3-yl]-1-thiazol-2-ylethanol